OCC1N(C2CN(C1CC2)C(=O)OC(C)(C)C)C(=O)OCC2=CC=CC=C2 O2-benzyl O5-tert-butyl 3-(hydroxymethyl)-2,5-diazabicyclo[2.2.2]octane-2,5-dicarboxylate